(S)-(3-(6-methoxypyridin-3-yl)-2,3-dihydro-[1,4]dioxino[2,3-b]pyridin-7-yl)methanol ethyl-2,2-dimethyl-4-oxo-3,8,11,14-tetraoxa-5-azahexadecane-16-carboxylate C(C)CC(OC(NCCOCCOCCOCCC(=O)OCC=1C=C2C(=NC1)O[C@H](CO2)C=2C=NC(=CC2)OC)=O)(C)C